2,2,4,7-tetramethyl-3,4-dihydroquinoline CC1(NC2=CC(=CC=C2C(C1)C)C)C